O=C(CCN[C@H]1CCC=2C1=NNC(C2C(F)(F)F)=O)N2CCN(CC2)C2=NC=C(C=N2)C(F)(F)F (S)-7-((3-oxo-3-(4-(5-(trifluoromethyl)pyrimidin-2-yl)piperazin-1-yl)propyl)amino)-4-(trifluoromethyl)-2,5,6,7-tetrahydro-3H-cyclopenta[c]pyridazin-3-one